FC1=NC(=CC=C1N1CCN(CC1)C(=O)OC(C)(C)C)C(NC)=O tert-Butyl 4-(2-fluoro-6-(methylcarbamoyl)pyridin-3-yl)piperazine-1-carboxylate